2-(2-methyl-1H-imidazol-1-yl)acetamide CC=1N(C=CN1)CC(=O)N